Potassium bis(t-butoxycarbonyl)amide C(C)(C)(C)OC(=O)[N-]C(=O)OC(C)(C)C.[K+]